[4-(4-methylbenzoyl)phenyl]ethanone HydroxyStearate OC(C(=O)O)CCCCCCCCCCCCCCCC.CC1=CC=C(C(=O)C2=CC=C(C=C2)C(C)=O)C=C1